tribromohydroxybenzoic acid BrC=1C(=C(C(=C(C(=O)O)C1)O)Br)Br